COCC(=O)OC1=C(C(=NC2=C(C=C(C=C12)C(C)(C)C)F)C)C 6-tert-butyl-8-fluoro-2,3-dimethylquinolin-4-yl methoxyacetate